Tert-butyl 3-((S)-5-chloro-6-fluoro-2-phenyl-4-(4,4,5,5-tetramethyl-1,3,2-dioxaborolan-2-yl)-2,3-dihydrobenzofuran-2-yl)morpholine-4-carboxylate ClC=1C(=CC2=C(C[C@](O2)(C2=CC=CC=C2)C2N(CCOC2)C(=O)OC(C)(C)C)C1B1OC(C(O1)(C)C)(C)C)F